Methyl (S)-3-(3-(hydroxy-methyl)-4-methylphenyl)-3-((1-(2-(2-methoxyethoxy)-ethyl)-1H-1,2,3-triazol-4-yl)methoxy)-2,2-dimethyl-propanoate OCC=1C=C(C=CC1C)[C@@H](C(C(=O)OC)(C)C)OCC=1N=NN(C1)CCOCCOC